C(C1=CC=CC=C1)OC1CC(C1)C(=O)NC1=CC(=C(C=C1)OC=1SC=CN1)C 3-(benzyloxy)-N-(3-methyl-4-(thiazol-2-yloxy)phenyl)cyclobutane-1-carboxamide